4-(2-amino-5-chlorophenyl)-3-[(tert-butoxycarbonyl)amino]butanoic acid NC1=C(C=C(C=C1)Cl)CC(CC(=O)O)NC(=O)OC(C)(C)C